(S)-2-(3-fluorobicyclo[1.1.1]pentan-1-yl)-5-(3,4,5-trifluorophenyl)-2,5,6,7-tetrahydro-3H-pyrrolo[2,1-c][1,2,4]triazol-3-one FC12CC(C1)(C2)N2N=C1N(C2=O)[C@@H](CC1)C1=CC(=C(C(=C1)F)F)F